(S)-2-(3-(4-((2-amino-7H-pyrrolo[2,3-d]pyrimidin-4-yl)oxy)phenyl)ureido)-4-phenyl-N-((R)-1-phenylethyl)butanamide NC=1N=C(C2=C(N1)NC=C2)OC2=CC=C(C=C2)NC(N[C@H](C(=O)N[C@H](C)C2=CC=CC=C2)CCC2=CC=CC=C2)=O